(4R)-4-hydroxy-1-((R)-3-methyl-2-(3-methylisoxazol-5-yl)butanoyl)pyrrolidine-2-carboxylic acid O[C@@H]1CC(N(C1)C([C@H](C(C)C)C1=CC(=NO1)C)=O)C(=O)O